CC(C(CCCC)C(=O)[O-])C(=O)[O-].[Ca+2] calcium heptane-2,3-dicarboxylate